N-[2-[4-(hydroxymethyl)cyclohexyl]-6-morpholino-indazol-5-yl]-6-(trifluoromethyl)pyridine-2-carboxamide OCC1CCC(CC1)N1N=C2C=C(C(=CC2=C1)NC(=O)C1=NC(=CC=C1)C(F)(F)F)N1CCOCC1